2-butyl-1,3-diazaspiro[4.4]nonane-1-en-4-one C(CCC)C1=NC2(C(N1)=O)CCCC2